1-(2,5-dimethyl-phenyl)ethanol tert-butyl-2-(2-ethoxy-2-oxo-ethyl)-2,7-diazaspiro[3.5]nonane-7-carboxylate C(C)(C)(C)C1N(CC12CCN(CC2)C(=O)OC(C)C2=C(C=CC(=C2)C)C)CC(=O)OCC